3-(1-oxo-5-(((S)-piperidin-3-yl)oxy)isoindolin-2-yl)piperidine-2,6-dione O=C1N(CC2=CC(=CC=C12)O[C@@H]1CNCCC1)C1C(NC(CC1)=O)=O